OC1=CC(=CC=2OC(OC(C21)=O)(C)C)O 5,7-dihydroxy-2,2-dimethyl-1,3-benzodioxin-4-one